(S)-(cyclopropyl-(1H-pyrazol-3-yl)methyl)carbamic acid tert-butyl ester C(C)(C)(C)OC(N[C@H](C1=NNC=C1)C1CC1)=O